2-chloro-6-cyclopropyl-4-[2-(4-methyl-1,2,4-triazol-3-yl)phenyl]-pyridine ClC1=NC(=CC(=C1)C1=C(C=CC=C1)C1=NN=CN1C)C1CC1